N-(4-((4-(4-methylpiperidin-1-yl)phenyl)amino)-2-(trifluoromethyl)benzyl)-5-oxopyrrolidine-3-carboxamide CC1CCN(CC1)C1=CC=C(C=C1)NC1=CC(=C(CNC(=O)C2CNC(C2)=O)C=C1)C(F)(F)F